CC=1C=C(CSC=2N(C(=NN2)CC2=CC=CC=3C4=CC=CC=C4NC23)C2=CC=CC=C2)C=CC1 ((5-((3-methylbenzyl)thio)-4-phenyl-4H-1,2,4-triazol-3-yl)methyl)-9H-carbazole